2-(((tert-butoxycarbonyl)(methyl)amino)methyl)pyrrolidine-1-carboxylate C(C)(C)(C)OC(=O)N(C)CC1N(CCC1)C(=O)[O-]